4-[(4,4-difluoropyrrolidin-3-yl)amino]-3-nitroquinoline-6-carbonitrile FC1(C(CNC1)NC1=C(C=NC2=CC=C(C=C12)C#N)[N+](=O)[O-])F